ClC=1C(=NC(=NC1)N[C@@H]1C[C@H]2CO[C@@H]([C@H]1O)O2)C=2C=C(C1=C(N(C(=N1)C1(COC1)F)C(C)C)C2)F (1S,3R,4S,5R)-3-((5-chloro-4-(4-fluoro-2-(3-fluorooxetan-3-yl)-1-isopropyl-1H-benzo[d]imidazol-6-yl)pyrimidin-2-yl)amino)-6,8-dioxabicyclo[3.2.1]octan-4-ol